FC(C1=NN(C=C1C(=O)NC1=C2[C@@H](CC(C2=CC=C1)(C)C)C)C)F 3-(difluoromethyl)-1-methyl-N-((3R)-1,1,3-trimethyl-2,3-dihydro-1H-inden-4-yl)-1H-pyrazole-4-carboxamide